8-chloro-1-(4,4-difluoro-1-methylpyrrolidin-3-yl)-2-(1H-tetrazol-1-ylmethyl)-1H-imidazo[4,5-c]Quinoline ClC1=CC=2C3=C(C=NC2C=C1)N=C(N3C3CN(CC3(F)F)C)CN3N=NN=C3